C(C1=CC=CC=C1)C=CCOC(NC(C)CC=C)=O benzylallyl(pent-4-en-2-yl)carbamate